N-(4-amino-3-((1R,5S)-3-azaspiro[bicyclo[3.2.1]octane-8,1'-cyclopropan]-3-yl)phenyl)ethanesulfonamide NC1=C(C=C(C=C1)NS(=O)(=O)CC)N1C[C@@H]2CC[C@H](C1)C21CC1